OC=1C=NC=C(C1)N1CCN(CC1)CCOC1=CC=C(C=C1)O 3-hydroxy-5-(4-(2-(4-hydroxyphenoxy)ethyl)piperazin-1-yl)pyridin